Cl.C1OC(NCC12CCNCC2)=O 2-oxa-4,9-diazaspiro[5.5]undecan-3-one, hydrochloride salt